BrC=1C(=CC(=C(C=O)C1)[N+](=O)[O-])O 5-bromo-4-hydroxy-2-nitro-benzaldehyde